CN(CCCCCC)CCCCCC N-methyl-dihexylamine